BrC1=CC2=C(C(=N1)NC=1C(=CC(=C(C(=O)NCC(F)F)C1)Cl)F)N(C=N2)C(C)C 5-((6-bromo-3-isopropyl-3H-imidazo[4,5-c]pyridin-4-yl)amino)-2-chloro-N-(2,2-difluoroethyl)-4-fluorobenzamide